(2-(5-fluoropyrimidin-2-yl)-5-methylpyridin-3-yl)((1S,4R,6R)-6-((5-(trifluoromethyl)pyridin-2-yl)amino)-2-azabicyclo[2.2.2]oct-2-yl)methanone FC=1C=NC(=NC1)C1=NC=C(C=C1C(=O)N1[C@@H]2[C@@H](C[C@H](C1)CC2)NC2=NC=C(C=C2)C(F)(F)F)C